CC1=NOC(=C1C1=CC=CC=N1)C 6-(3,5-dimethylisoxazol-4-yl)pyridin